COC(=O)C1(CC1)OC1=C(C=CC(=C1)Br)OCC1=CC=CC=C1 (2-(benzyloxy)-5-bromophenoxy)cyclopropane-1-carboxylic acid methyl ester